FC(C(=O)O)(F)F.O1COC=2C1=CC1=CC=CC(C12)=O indeno[1,2-d][1,3]dioxol-4-one 2,2,2-trifluoroacetate